OCC1(CC1)N(C(OC(C)(C)C)=O)C tert-butyl N-[1-(hydroxymethyl) cyclopropyl]-N-methyl-carbamate